C(C)(=O)N1C[C@H]([C@H](CC1)O)CNC(=O)NC1=NC=C(C(=C1)C1=C2N(N=C1)CC(C2)(C)C)Cl 1-(((3R,4S)-1-acetyl-4-hydroxypiperidin-3-yl)methyl)-3-(5-chloro-4-(5,5-dimethyl-5,6-dihydro-4H-pyrrolo[1,2-b]pyrazol-3-yl)pyridin-2-yl)urea